NC=1C=CC2=C(C(NO2)=O)C1 5-aminobenzo[d]isoxazol-3(2H)-one